2-(1,7-dimethyl-1H-pyrazolo[4,3-b]pyridin-5-yl)-7-(1,2,3,6-tetrahydropyridin-4-yl)-4H-pyrido[1,2-a]pyrimidin-4-one hydrochloride Cl.CN1N=CC2=NC(=CC(=C21)C)C=2N=C1N(C(C2)=O)C=C(C=C1)C=1CCNCC1